octadecane-6,9,12-trienoic acid C(CCCCC=CCC=CCC=CCCCCC)(=O)O